(R)-2-(dimethylamino)-1-(4-(4-((1-(2-fluoro-3-(trifluoromethyl)phenyl)ethyl)amino)-7-methoxy-2-methylpyrido[2,3-d]pyrimidin-6-yl)piperazin-1-yl)ethan-1-one CN(CC(=O)N1CCN(CC1)C1=CC2=C(N=C(N=C2N[C@H](C)C2=C(C(=CC=C2)C(F)(F)F)F)C)N=C1OC)C